6-cyclopropyl-3-hydroxy-5,6-dihydro-7H-pyrrolo[3,4-b]Pyridin-7-one C1(CC1)N1C(C2=NC=C(C=C2C1)O)=O